CN(C1=C2C=CC=C(C2=CC=C1)S(=O)(=O)NCCC=1N=NN(C1)CCCCC1=CC=C(C=C1)OCC=1N=C(OC1)\C=C\C1=CC=C(C=C1)C(F)(F)F)C (E)-5-(dimethylamino)-N-(2-(1-(4-(4-((2-(4-(trifluoromethyl)styryl)oxazol-4-yl)methoxy)phenyl)butyl)-1H-1,2,3-triazol-4-yl)ethyl)naphthalene-1-sulfonamide